3-(3,3-Dimethyl-2-oxo-3,4-dihydro-2H-pyran-6-yl)-1-methyl-1H-indazole 2-oxide CC1(C(OC(=CC1)C1=[N+](N(C2=CC=CC=C12)C)[O-])=O)C